3-methacryloyl-oxypropyl-tris(trimethyl-siloxy)silane C(C(=C)C)(=O)OCCC[Si](O[Si](C)(C)C)(O[Si](C)(C)C)O[Si](C)(C)C